FC(CN1N=C(C=CC1=O)C1=CNC2=C(C=CC=C12)C#N)F 3-[1-(2,2-difluoroethyl)-6-oxopyridazin-3-yl]-1H-indole-7-carbonitrile